diamino-2,2'-bipyridine NC1=C(C(=NC=C1)C1=NC=CC=C1)N